tert-Butyl 2-((4-(6-((6-amino-2-(difluoromethyl)pyrimidin-4-yl)amino)-4-methoxy pyridin-3-yl)-1H-pyrazol-1-yl)methyl)azetidine-1-carboxylate NC1=CC(=NC(=N1)C(F)F)NC1=CC(=C(C=N1)C=1C=NN(C1)CC1N(CC1)C(=O)OC(C)(C)C)OC